FC(C(NC1=CC=C(C=C1)C1=CC=2C(=NC=CC2N1COCC[Si](C)(C)C)N1CCOCC1)C1CCN(CC1)C(C=C)=O)(F)F 1-(4-(2,2,2-trifluoro-1-((4-(4-morpholino-1-((2-(trimethylsilyl)ethoxy)methyl)-1H-pyrrolo[3,2-c]pyridin-2-yl)phenyl)amino)ethyl)piperidin-1-yl)prop-2-en-1-one